COCCCNC1=CC=C(C=N1)N1C(N(CC1)C1=NC(=CC=C1)C1=NN=CN1C(C)C)=O 1-(6-(3-methoxypropylamino)pyridin-3-yl)-3-(6-(4-isopropyl-4H-1,2,4-triazol-3-yl)pyridin-2-yl)imidazolidin-2-one